8-(2,2-difluorocyclopropyl)-2-(morpholin-4-yl)pyrazolo[1,5-a][1,3,5]triazin-4-amine FC1(C(C1)C=1C=NN2C1N=C(N=C2N)N2CCOCC2)F